C(=O)O.C(C)N1C[C@@H](CCC1)NC1=NN=C(C=2N1C=CC2F)C2=C(C=C(C=C2)C(F)(F)F)O 2-(4-{[(3R)-1-ethylpiperidin-3-yl]amino}-8-fluoropyrrolo[1,2-d][1,2,4]triazin-1-yl)-5-(trifluoromethyl)phenol formate salt